C1(CC1)C(=O)NC=1C=C2C(=CN=C(C2=CN1)NCC)C=1OC2=C(N1)C=C(C=C2)N2CC1CN(CC(C2)O1)C(=O)OC(C)(C)C tert-butyl 7-(2-(6-(cyclopropanecarboxamido)-1-(ethylamino)-2,7-naphthyridin-4-yl) benzo[d]oxazol-5-yl)-9-oxa-3,7-diazabicyclo[3.3.1]nonane-3-carboxylate